tert-butyl (3'E)-2'-oxo-3'-[[2-(1-tritylimidazol-4-yl)phenyl]methylene]spiro[3-azabicyclo[3.2.1]octane-8,1'-cyclobutane]-3-carboxylate O=C/1C2(C\C1=C/C1=C(C=CC=C1)C=1N=CN(C1)C(C1=CC=CC=C1)(C1=CC=CC=C1)C1=CC=CC=C1)C1CN(CC2CC1)C(=O)OC(C)(C)C